COC(C1=C(C=C(C(=C1)OCCCNC(CC1=C(C=CC=C1)Cl)=O)OC)[N+](=O)[O-])=O 5-(3-(2-(2-chlorophenyl)acetamido)propoxy)-4-methoxy-2-nitrobenzoic acid methyl ester